C(C)OC(=O)C=1N=C(SC1)N1CCC(CC1)OCC1=CC=CC=C1 [4-(benzyloxy)piperidin-1-yl]-1,3-thiazole-4-carboxylic acid ethyl ester